3-(1,3-Benzodioxol-5-yl)-1-(3,4-dimethylphenyl)-8-methoxy-1H-pyrazolo[4,3-c]quinoline O1COC2=C1C=CC(=C2)C2=NN(C1=C2C=NC=2C=CC(=CC12)OC)C1=CC(=C(C=C1)C)C